(5-fluoro-2,3-dihydrobenzofuran-7-yl)carbamic acid FC=1C=C(C2=C(CCO2)C1)NC(O)=O